(S)-methyl 2-((S)-2-aminopent-4-ynamido)-3-((S)-2-oxopyrrolidin-3-yl)propanoate N[C@H](C(=O)N[C@H](C(=O)OC)C[C@H]1C(NCC1)=O)CC#C